trans-3-[2-(3-pyridylmethyl)quinuclidin-3-yl]oxyisoquinoline di(2-butoxyethyl)adipate C(CCC)OCCOC(CCCCC(=O)OCCOCCCC)=O.N1=CC(=CC=C1)CC1N2CCC(C1OC=1N=CC3=CC=CC=C3C1)CC2